4-iodo-1-methyl-3-(trifluoromethyl)-1H-pyrazol-5-amine IC=1C(=NN(C1N)C)C(F)(F)F